2-(4-bromophenyl)-1,4-diphenylbutane-1,4-dione BrC1=CC=C(C=C1)C(C(=O)C1=CC=CC=C1)CC(=O)C1=CC=CC=C1